2-(5-(3,5-dichloro-4-fluorophenyl)-5-(trifluoromethyl)-4,5-dihydroisoxazol-3-yl)-N-(1,1,1-trifluoro-2-methylpropan-2-yl)-2,3-dihydro-1H-pyrrolo[3,4-c]pyridine-6-carboxamide ClC=1C=C(C=C(C1F)Cl)C1(CC(=NO1)N1CC=2C=NC(=CC2C1)C(=O)NC(C(F)(F)F)(C)C)C(F)(F)F